3-(1-E-propenylamino)uridine C(=C\C)/NN1C(N([C@H]2[C@H](O)[C@H](O)[C@@H](CO)O2)C=CC1=O)=O